C(C)OCCC(=O)N β-ethoxypropionamide